8-Bromo-7-(2-(5-chloropyridin-2-yl)-2-carbonylethoxy)-1-methyl-3,4-dihydroisoquinoline-2(1H)-carboxylic acid tert-butyl ester C(C)(C)(C)OC(=O)N1C(C2=C(C(=CC=C2CC1)OCC(=C=O)C1=NC=C(C=C1)Cl)Br)C